7-(3-phenylpropyl)-5,6,7,8-tetrahydro-1,6-naphthyridine-2-sulfonic acid C1(=CC=CC=C1)CCCC1NCC=2C=CC(=NC2C1)S(=O)(=O)O